C(C)(C)(C)OC(=O)N1CC2(OC3=C(C(C2)=O)C=CC(=C3)F)C1 7'-fluoro-4'-oxo-3',4'-dihydrospiro[azetidine-3,2'-[1]benzopyran]-1-carboxylic acid tert-butyl ester